(2S)-2-ethylbutyl 2-cyclohexyl-2-(((4-nitrophenoxy) (phenoxy)phosphoryl)amino)acetate C1(CCCCC1)[C@@H](C(=O)OCC(CC)CC)NP(=O)(OC1=CC=CC=C1)OC1=CC=C(C=C1)[N+](=O)[O-]